Dinitramine CCN(CC)C1C([N+](=O)[O-])=CC(C(F)(F)F)=C(N)C=1[N+](=O)[O-]